C(C(=C)C)(=O)OCCOC(=O)NCC(CC(CCNC(=O)OCCOC(C(=C)C)=O)C)(C)C 1,6-Bis-[2-methacryloyloxyethoxycarbonylamino]-2,2,4-tri-methylhexan